C[Si](O[C@H]1C[C@H](CC1)C=1C(=C(N(N1)C(C)(C)C)NC(=O)OCC1=CC=CC=C1)I)(C(C)(C)C)C benzyl ({5-[(1S,3R)-3-{[dimethyl(2-methylprop-2-yl)silyl]oxy}cyclopentyl]-4-iodo-2-(2-methylprop-2-yl)pyrazol-3-yl}amino)methanoate